FC=1C(=C(C=NC1C1COCCC1)N)N 5-fluoro-6-(tetrahydro-2H-pyran-3-yl)pyridine-3,4-diamine